(2S,3R)-3-[(2-amino-1,3-thiazol-5-yl)methyl]-1-[(diphenylmethyl)carbamoyl]-4-oxoazetidine-2-carboxylic acid trifluoroacetate salt FC(C(=O)O)(F)F.NC=1SC(=CN1)C[C@@H]1[C@H](N(C1=O)C(NC(C1=CC=CC=C1)C1=CC=CC=C1)=O)C(=O)O